FC1=C(C=CC(=C1F)F)C1=NC=CC=C1 (2,3,4-trifluorophenyl)pyridin